(S)-1-((7-chloro-2-(3'-(3-((3-hydroxypyrrolidin-1-yl)methyl)-1,7-naphthyridin-8-ylamino)-2,2'-dimethylbiphenyl-3-yl)benzo[d]oxazol-5-yl)methyl)azetidine-3-carboxylic acid ClC1=CC(=CC=2N=C(OC21)C=2C(=C(C=CC2)C2=C(C(=CC=C2)NC=2N=CC=C1C=C(C=NC21)CN2C[C@H](CC2)O)C)C)CN2CC(C2)C(=O)O